C1(CCC1)CO[C@@H](CC1=NC2=C(N1)C=CC(=C2)C(=O)O)[C@H](O)C2=CC(=C(C(=C2)OC)C)OC 2-((2S,3R)-2-(cyclobutylmethoxy)-3-(3,5-dimethoxy-4-methylphenyl)-3-hydroxypropyl)-1H-benzo[d]imidazole-5-carboxylic acid